FC(C1=NN=C(S1)N1C(N(C2=C1C=C(C=C2N2C[C@@H](N[C@@H](C2)C)C)S(=O)(=O)NC2(COC2)CF)C)=O)F 3-(5-(difluoromethyl)-1,3,4-thiadiazol-2-yl)-7-((3S,5R)-3,5-dimethylpiperazin-1-yl)-N-(3-(fluoromethyl)oxetan-3-yl)-1-methyl-2-oxo-2,3-dihydro-1H-benzo[d]imidazole-5-sulfonamide